N4-{6'-amino-[3,3'-bipyridazin]-6-yl}-N1-(2-cyclohexylethyl)-N1-methoxybenzene-1,4-dicarboxamide NC1=CC=C(N=N1)C=1N=NC(=CC1)NC(=O)C1=CC=C(C=C1)C(=O)N(OC)CCC1CCCCC1